(2S,3R,4S,5S,6R)-2-[3-hydroxy-5-[(E)-2-(4-hydroxyphenyl)ethenyl]phenoxy]-6-(hydroxymethyl)oxane-3,4,5-triol OC=1C=C(O[C@@H]2O[C@@H]([C@H]([C@@H]([C@H]2O)O)O)CO)C=C(C1)\C=C\C1=CC=C(C=C1)O